3,5-diiodo-2-methoxyphenyl methyl carbonate C(OC1=C(C(=CC(=C1)I)I)OC)(OC)=O